C(C)(C)(C)[C@@H]1CN(C(S1)=S)C(C[C@@H](CC[C@]1(OC(O[C@H]1C=C)C1=CC=C(C=C1)OC)C)O[Si](C)(C)C(C)(C)C)=O (3R)-1-((R)-5-(tert-butyl)-2-thioxothiazolidin-3-yl)-3-((tert-butyldimethylsilyl)oxy)-5-((4R,5S)-2-(4-methoxyphenyl)-4-methyl-5-vinyl-1,3-dioxolan-4-yl)pentan-1-one